14-hydroxy-10,13-dimethyl-17-(2-oxo-2H-pyran-5-yl)-2,3,6,7,8,9,10,11,12,13,14,15,16,17-tetradecahydro-1H-cyclopenta[a]phenanthren-3-yl 4-methyl-1,4-diazepane-1-carboxylate CN1CCN(CCC1)C(=O)OC1CCC2(C3CCC4(C(CCC4(C3CCC2=C1)O)C=1C=CC(OC1)=O)C)C